1,2,4,5-tetrakis(p-phosphonophenyl)benzene P(=O)(O)(O)C1=CC=C(C=C1)C1=C(C=C(C(=C1)C1=CC=C(C=C1)P(=O)(O)O)C1=CC=C(C=C1)P(=O)(O)O)C1=CC=C(C=C1)P(=O)(O)O